Cl.ClC1=CC=C(C=C1)[C@@H]1CC[C@@H](N1)[C@@H](O)C1=CC(=CC=C1)F (S)-((2R,5S)-5-(4-Chlorophenyl)pyrrolidin-2-yl)(3-fluorophenyl)-methanol hydrochloride